C(CO)[NH+](CCO)CCO.[N+](=O)([O-])[O-] The molecule is an organoammonium salt resulting from the mixing of equimolar amounts of nitric acid and triethanolamine. It has a role as a protic solvent. It is an organoammonium salt and an ionic liquid. It contains a nitrate.